3-(5-isobutyl-3-{5-[(2-methyl-1H-imidazol-1-yl)methyl]-2-pyridyl}-2-thienylsulfonyl)-1-(3,3,3-trifluoropropyl)urea C(C(C)C)C1=CC(=C(S1)S(=O)(=O)NC(NCCC(F)(F)F)=O)C1=NC=C(C=C1)CN1C(=NC=C1)C